Bisulfat S([O-])(O)(=O)=O